4-methoxy-3-{[(2R)-3-methoxy-3-oxo-2-({[2-(trimethylsilyl)ethoxy]-carbonyl}amino)propyl]sulfanyl}-4-oxobutanoic acid COC(C(CC(=O)O)SC[C@@H](C(=O)OC)NC(=O)OCC[Si](C)(C)C)=O